COC(CC1=NC(=NC(=C1C1OCCO1)Cl)C)=O 2-(6-chloro-5-(1,3-dioxolan-2-yl)-2-methylpyrimidin-4-yl)acetic acid methyl ester